(4-allyloxycyclohexyl)methoxy-tert-butyl-diphenyl-silane C(C=C)OC1CCC(CC1)CO[Si](C1=CC=CC=C1)(C1=CC=CC=C1)C(C)(C)C